2-(3-(((6-(2-(2-aminopyridin-3-yl)-5-phenyl-3H-imidazo[4,5-b]pyridin-3-yl)pyridin-3-yl)methyl)carbamoyl)phenyl)acetic acid NC1=NC=CC=C1C1=NC=2C(=NC(=CC2)C2=CC=CC=C2)N1C1=CC=C(C=N1)CNC(=O)C=1C=C(C=CC1)CC(=O)O